(RS)-5-(2,2-difluoro-7-azaspiro[3.5]non-6-yl)picolinic acid methyl ester COC(C1=NC=C(C=C1)[C@H]1CC2(CC(C2)(F)F)CCN1)=O |r|